(3,6,9,12-Tetraoxapentadec-14-yn-1-yl)-1H-pyrazole-4-carboxylic acid methyl ester COC(=O)C=1C=NN(C1)CCOCCOCCOCCOCC#C